6-methoxy-N-(pyridin-4-yl)-2-(pyrrolidin-1-yl)-7-(3-(pyrrolidin-1-yl)prop-1-yn-1-yl)quinazolin-4-amine COC=1C=C2C(=NC(=NC2=CC1C#CCN1CCCC1)N1CCCC1)NC1=CC=NC=C1